6-chloro-5-(2-hydroxypiperazin-1-yl)-2,3-dihydro-1,4-benzodioxine ClC1=C(C2=C(OCCO2)C=C1)N1C(CNCC1)O